C(C)(C)(C)OC(CNCC1=C(C=NC=C1Cl)N)=O.C(CCCCCCCCC)CCCCCCCC decyl-octane tert-butyl-2-{[(3-amino-5-chloropyridin-4-yl)methyl]amino}acetate